[N+](=O)([O-])C=1C=C(COC2=CC=C(C=C2)/C=C/C(=O)NCC(=O)OCC)C=CC1 ethyl (E)-(3-(4-((3-nitrobenzyl)oxy)phenyl)acryloyl)glycinate